Tert-butyl 3-(3-(4-amino-3-(4-phenoxyphenyl)-1H-pyrazolo[3,4-d]pyrimidin-1-yl)pyrrolidin-1-yl)azetidine-1-carboxylate NC1=C2C(=NC=N1)N(N=C2C2=CC=C(C=C2)OC2=CC=CC=C2)C2CN(CC2)C2CN(C2)C(=O)OC(C)(C)C